N-(2-hydroxyethyl)-N-(2-methoxyphenyl)-2-(5-((2,4,5-trioxo-3-((tetrahydro-2H-pyran-4-yl)methyl)imidazolidin-1-yl)methyl)-1,2,4-oxadiazol-3-yl)acetamide OCCN(C(CC1=NOC(=N1)CN1C(N(C(C1=O)=O)CC1CCOCC1)=O)=O)C1=C(C=CC=C1)OC